2-{cyclopropyl[1-(tetrahydro-2H-pyran-2-yl)-1H-pyrazol-4-yl]amino}thiazole-4-carboxylate C1(CC1)N(C=1SC=C(N1)C(=O)[O-])C=1C=NN(C1)C1OCCCC1